1-(5-amino-2-pyridyl)-4-bromo-pyrazole-3-carbonitrile NC=1C=CC(=NC1)N1N=C(C(=C1)Br)C#N